C(C)(C)(C)OC(NC=1C=NC(=NC1)C1CC(C1)OCC1=CC=CC=C1)=O (2-((1s,3s)-3-(phenylmethoxy)cyclobutyl)pyrimidin-5-yl)carbamic acid tert-butyl ester